3-(8-chloronaphthalen-1-yl)-6-(((2S,4R)-4-fluoro-1-methylpyrrolidin-2-yl)methoxy)-8-((S)-2-methylpiperazin-1-yl)-2-(trifluoromethyl)pyrimido[5,4-d]Pyrimidin-4(3H)-one ClC=1C=CC=C2C=CC=C(C12)N1C(=NC2=C(C1=O)N=C(N=C2N2[C@H](CNCC2)C)OC[C@H]2N(C[C@@H](C2)F)C)C(F)(F)F